ClC=1C(=CC(=C(C1)NC1=C(C(=O)O)C=C(C(=C1F)F)C=C)F)I 2-((5-chloro-2-fluoro-4-iodophenyl)amino)-3,4-difluoro-5-vinylbenzoic acid